FC(C1=CC=CC(=C1)C1=CC=CC=C1)(F)F 2-trifluoromethyl-4,4'-biphenyl